C(C)C=1C=CC=C2C=C(C=C(C12)C1=C(C=2N=CN=C(C2C=N1)N(C)[C@H]1[C@@H](C1)F)F)OCOC 7-(8-ethyl-3-(methoxymethoxy)naphthalen-1-yl)-8-fluoro-N-((1R,2R)-2-fluorocyclopropyl)-N-methylpyrido[4,3-d]pyrimidin-4-amine